5-fluoro-2-(4-(((1r,3s)-3-hydroxycyclopentyl)amino)pyrido[3,4-d]pyridazin-1-yl)phenol FC=1C=CC(=C(C1)O)C1=C2C(=C(N=N1)N[C@H]1C[C@H](CC1)O)C=NC=C2